(1S,2S)-2-ethoxycyclopropanecarbohydrazide C(C)O[C@@H]1[C@H](C1)C(=O)NN